dihydro-2H-indol N1CCC2=CC=CC=C12